COC1=CC(=C(C=C1)C1=CC=2N(C3=CC(=CC=C3C2C=C1)C1=C(C=C(C=C1)OC)C)C1=CC=C(C=C1)C(=O)C1=CC=C(C=C1)N1C=2C=CC=CC2C(C2=CC=CC=C12)(C)C)C (4-(2,7-bis(4-methoxy-2-methylphenyl)-9H-carbazol-9-yl)phenyl)-(4-(9,9-dimethylacridin-10(9H)-yl)phenyl)methanone